FC1=C(C=CC(=C1C(=O)C1=NNC2=NC=C(C=C21)C2=C(C=CC=C2)OC)F)NS(=O)(=O)CCC N-(2,4-difluoro-3-(5-(2-methoxyphenyl)-1H-pyrazolo[3,4-b]pyridine-3-carbonyl)-phenyl)propane-1-sulfonamide